C(CC)C(C1=CC=CC=C1)[N+](C)(C)[Si](OCC)(OCC)OCC propyltriethoxysilyldimethylbenzylammonium